C(C=C)(=O)OCC[Si](OC)(C)C acryloxyethyldimethylmethoxysilane